sodium N-lauroyl-L-sarcosine C(CCCCCCCCCCC)(=O)N(C)CC(=O)O.[Na]